(2S,3R,4aR,9aR)-7-((E)-3,5-bis((1-benzyl-1H-1,2,3-triazol-4-yl)methoxy)-4-(3-methylbut-2-en-1-yl)styryl)-5-methoxy-1,1,4a-trimethyl-2,3,4,4a,9,9a-hexahydro-1H-xanthene-2,3-diol C(C1=CC=CC=C1)N1N=NC(=C1)COC=1C=C(/C=C/C2=CC(=C3O[C@@]4(C[C@H]([C@H](C([C@H]4CC3=C2)(C)C)O)O)C)OC)C=C(C1CC=C(C)C)OCC=1N=NN(C1)CC1=CC=CC=C1